ClC1=CC(=C(OC=2C=C(C=C(C2)C)C=2C3=C(C(N(C2)C)=O)NC(=C3)C(=O)NC3(CC3)C(F)(F)F)C(=C1)C)C 4-(3-(4-chloro-2,6-dimethylphenoxy)-5-methylphenyl)-6-methyl-7-oxo-N-(1-(trifluoromethyl)cyclopropyl)-6,7-dihydro-1H-pyrrolo[2,3-c]pyridine-2-carboxamide